2-Chloro-N-{2-[4-(difluoromethyl)-1,3-thiazol-5-yl]-2-{4-[(6-fluoro-5-methylpyrimidin-4-yl)oxy]piperidin-1-yl}ethyl}-6-fluorobenzamid ClC1=C(C(=O)NCC(N2CCC(CC2)OC2=NC=NC(=C2C)F)C2=C(N=CS2)C(F)F)C(=CC=C1)F